(3-Chloropropoxy)-6-methoxy-4(1H)-quinolinone ClCCCON1C=CC(C2=CC(=CC=C12)OC)=O